COC1=CC=C(CN(S(=O)(=O)C2=C(C=C(CC3=C(C=C(N3CC3CC3)C(=O)O)Br)C=C2)F)CC2=CC=C(C=C2)OC)C=C1 5-(4-(N,N-Bis(4-methoxybenzyl)sulfamoyl)-3-fluorobenzyl)-4-bromo-1-(cyclopropylmethyl)-1H-pyrrole-2-carboxylic acid